dimethoxy-methyl-(trifluoropropyl)silane CO[Si](CCC(F)(F)F)(C)OC